(1R)-1-[(2R)-1-benzyl-2-methyl-pyrrolidin-2-yl]-2,2,2-trifluoro-ethanol C(C1=CC=CC=C1)N1[C@@](CCC1)(C)[C@H](C(F)(F)F)O